NCC1=CC=C(CN2C(=NC=3C2=C(N=NC3N)CCC(C)C)CCCC)C=C1 1-(4-(aminomethyl)benzyl)-2-butyl-7-isopentyl-1H-imidazo[4,5-d]pyridazin-4-amine